3,6-diisopropyl-9H-carbazole C(C)(C)C=1C=CC=2NC3=CC=C(C=C3C2C1)C(C)C